6-(2-methyl-4-nitrophenoxy)-4-aminopyrimidine CC1=C(OC2=CC(=NC=N2)N)C=CC(=C1)[N+](=O)[O-]